C1(CC1)C=1C2=C(C(N(C1)C1=CC(=CC=C1)C1(CC3(CC3)C1)C1=NN=CN1C)=O)NC(=C2)CN2C[C@H](CCC2)C 4-cyclopropyl-2-[[(3S)-3-methyl-1-piperidinyl]methyl]-6-[3-[5-(4-methyl-1,2,4-triazol-3-yl)spiro[2.3]hexane-5-yl]phenyl]-1H-pyrrolo[2,3-c]pyridin-7-one